CC1=NOC(=C1C)N1C(=NC2=C1C=CC=C2)S(=O)(=O)C 3,4-dimethyl-5-(2-(methylsulfonyl)-1H-benzo[d]imidazol-1-yl)isoxazole